N-((S*)-(6-((R)-Cyclopropyl(2-(3,3-difluorocyclobutyl)acetamido)methyl)-1H-benzo[d]imidazol-2-yl)((S*)-tetrahydro-2H-pyran-2-yl)methyl)-4-methyl-1,2,5-oxadiazole-3-carboxamide C1(CC1)[C@H](C=1C=CC2=C(NC(=N2)[C@H](NC(=O)C2=NON=C2C)[C@H]2OCCCC2)C1)NC(CC1CC(C1)(F)F)=O |o1:12,22|